trans-4-((4-(2-Cyclopropyloxazol-4-yl)-pyridine-2-yl)((trans-4-(5-methoxy-6-methylpyridin-2-yl)-cyclohexyl)methyl)-carbamoyl)cyclohexyl 3-ethylazetidine-1-carboxylate C(C)C1CN(C1)C(=O)O[C@@H]1CC[C@H](CC1)C(N(C[C@@H]1CC[C@H](CC1)C1=NC(=C(C=C1)OC)C)C1=NC=CC(=C1)C=1N=C(OC1)C1CC1)=O